C(CCCCCCCCCCCCCCC(C)C)(=O)O.C(O)C(CC)(CO)CO.C(O)C(CC)(CO)CO di-trimethylolpropane isostearate